[Si](C)(C)(C(C)(C)C)OC1(CC1)N1CC=C(C=C1)C1=C(C=CC=C1)C(=N)C1=CC=CC=C1 2-(1-(((tert-butyldimethylsilyl)oxy)cyclopropyl)pyridin-4-yl)-1,1-diphenylmethaneimine